ClC1=C(C(=CC=C1)Cl)C1=NOC(=N1)C=1C(=NC=C(C1)C=1C=NN(C1)C1CCN(CC1)CCCCCCCCCCCC)N 3-(3-(2,6-dichlorophenyl)-1,2,4-Oxadiazol-5-yl)-5-(1-(1-dodecylpiperidin-4-yl)-1H-pyrazol-4-yl)pyridin-2-amine